C(CCC)C=1N(C(=NN1)SCC(=O)OCC)C1=C(C=CC=C1OC)OC Ethyl {[5-butyl-4-(2,6-dimethoxyphenyl)-4H-1,2,4-triazol-3-yl]sulfanyl}acetate